CN1N=C2C(=C1)NC(N2C=2C=NC(=CC2)OC2=CC=CC1=C2C2(CC2)CO1)=O 2-methyl-6-(6-spiro[2H-benzofuran-3,1'-cyclopropane]-4-yloxy-3-pyridyl)-4H-imidazo[4,5-c]pyrazol-5-one